C(C)(C)(C)OC(=O)N1CCC(=CC1)C1=NC=C(C=N1)C(=O)O 2-(1-(tert-Butyloxycarbonyl)-1,2,3,6-tetrahydropyridin-4-yl)pyrimidine-5-carboxylic acid